(2S,5R)-2-(N-((1-methyl-1H-1,2,4-triazol-3-yl)sulfonyl)carbamimidoyl)-7-oxo-1,6-diazabicyclo[3.2.1]octan-6-yl hydrogen sulfate S(=O)(=O)(ON1[C@@H]2CC[C@H](N(C1=O)C2)C(NS(=O)(=O)C2=NN(C=N2)C)=N)O